ClC=1C=C(OCC(=O)NC)C=C(C1CC1=CC(=C(C=C1)O)C1=CN=NC=C1)Cl 2-(3,5-dichloro-4-(4-hydroxy-3-(pyridazin-4-yl)benzyl)phenoxy)-N-methylacetamide